2-[4-[(E)-3-(2,4-Dihydroxyphenyl)-3-oxoprop-1-enyl]-2-ethoxyphenoxy]-N-(2-methylphenyl)acetamide OC1=C(C=CC(=C1)O)C(/C=C/C1=CC(=C(OCC(=O)NC2=C(C=CC=C2)C)C=C1)OCC)=O